C(=O)OC(C)(CCCC(C=C)C)C 2,6-dimethyloct-7-en-2-yl formate